6-{5-chloro-2-[(piperidin-4-yl)amino]pyrimidin-4-yl}-2-[2-oxo-2-(1,2,3,4-tetrahydroisoquinolin-2-yl)ethyl]-2,3-dihydro-1H-isoindol-1-one hydrochloride salt Cl.ClC=1C(=NC(=NC1)NC1CCNCC1)C1=CC=C2CN(C(C2=C1)=O)CC(N1CC2=CC=CC=C2CC1)=O